N-((2-(2,6-dioxopiperidin-3-yl)-1-oxoisoindolin-5-yl)methyl)-3-(1H-indol-3-yl)acrylamide O=C1NC(CCC1N1C(C2=CC=C(C=C2C1)CNC(C=CC1=CNC2=CC=CC=C12)=O)=O)=O